[(7S,9aR)-7-(3-chloro-4-fluorophenyl)-7-hydroxy-3,4,6,8,9,9a-hexahydro-1H-pyrido[1,2-a]pyrazin-2-yl]-[2-fluoro-3-(1H-pyrazol-3-yl)phenyl]methanone ClC=1C=C(C=CC1F)[C@]1(CC[C@H]2N(CCN(C2)C(=O)C2=C(C(=CC=C2)C2=NNC=C2)F)C1)O